3-(5-methyl-6-phenoxy-3-pyridinyl)-1-(4-methylphenyl)urea CC=1C=C(C=NC1OC1=CC=CC=C1)NC(NC1=CC=C(C=C1)C)=O